C1=NC=CC2=CC(=CC=C12)C1=CN=C2N1C=CC(=C2)C2=CN(C(C=1CCN(CC21)C)=O)C 4-(3-(isoquinolin-6-yl)imidazo[1,2-a]pyridin-7-yl)-2,6-dimethyl-5,6,7,8-tetrahydro-2,6-naphthyridin-1(2H)-one